FC1=C(OCC2=NC=CC(=N2)O[C@@H]2C[C@@H](N(CC2)CC2=NC3=C(N2C[C@H]2OCC2)C=C(C(=C3)C)C(=O)O)C)C=CC(=C1)F 2-{[(2S,4S)-4-({2-[(2,4-Difluorophenoxy)methyl]pyrimidin-4-yl}oxy)-2-methylpiperidin-1-yl]methyl}-5-methyl-1-{[(2S)-oxetan-2-yl]methyl}-1H-1,3-benzodiazole-6-carboxylic acid